NC1=C(C=2C=C(C=3N(C2N1C1=C(C(=CC=C1)O)Cl)N=CN3)C)C(=O)N 7-amino-8-(2-chloro-3-hydroxyphenyl)-4-methyl-8H-pyrrolo[3,2-e][1,2,4]triazolo[1,5-a]pyridine-6-carboxamide